6-((1S,4S)-2,5-diazabicyclo[2.2.1]Hept-2-yl)-N-(6-(o-tolyl)-5-(trifluoromethyl)pyridin-2-yl)pyridine-2-sulfonamide hydrochloride Cl.[C@@H]12N(C[C@@H](NC1)C2)C2=CC=CC(=N2)S(=O)(=O)NC2=NC(=C(C=C2)C(F)(F)F)C2=C(C=CC=C2)C